1-(3''-(4-(tert-butyl)-piperazin-1-yl)-3-chloro-5'-fluoro-2'-hydroxy-[1,1':3',1''-terphenyl]-4-yl)-3-methyl-1,3-dihydro-2H-imidazol-2-one C(C)(C)(C)N1CCN(CC1)C=1C=C(C=CC1)C=1C(=C(C=C(C1)F)C1=CC(=C(C=C1)N1C(N(C=C1)C)=O)Cl)O